2-[(tert-Butoxycarbonylamino)methyl]-1H-benzimidazole-5-carboxylic acid methyl ester COC(=O)C1=CC2=C(NC(=N2)CNC(=O)OC(C)(C)C)C=C1